C([C@@H]([C@@H](CO)O)O)C(=O)C(=O)O The molecule is the 2-dehydro-3-deoxy derivative of D-gluconic acid. It has a role as an Escherichia coli metabolite. It is a ketoaldonic acid and a hexonic acid. It derives from a D-gluconic acid. It is a conjugate acid of a 2-dehydro-3-deoxy-D-gluconate.